NC(C(F)(F)F)C1=CC=C(C=C1)N1N=CC2=C1NC=NC2=O 1-(4-(1-amino-2,2,2-trifluoroethyl)phenyl)-1H-pyrazolo[3,4-d]pyrimidin-4(7H)-one